BrC=1C(=C(C(=C(C1)NC(C(C)(C)C)=O)C#N)O)CCO N-(5-bromo-2-cyano-3-hydroxy-4-(2-hydroxyethyl)phenyl)pivalamide